FC(C=1C=CC(=C(C1)NC(=O)N1CC(CC1)(C1=NC=NS1)C1=CC(=C(C=C1)C)F)OC1CN(C1)CC(F)(F)F)F N-(5-(difluoromethyl)-2-((1-(2,2,2-trifluoroethyl)azetidin-3-yl)oxy)phenyl)-3-(3-fluoro-4-methylphenyl)-3-(1,2,4-thiadiazol-5-yl)pyrrolidine-1-carboxamide